Cl.BrC1=CC(=CC(=N1)NC(=O)C1NC2CC2(C1)C)F 5-Methyl-2-aza-bicyclo[3.1.0]hexane-3-carboxylic acid (6-bromo-4-fluoro-pyridin-2-yl)-amide hydrochloride